calcium monocalcium silicate [Si]([O-])([O-])([O-])[O-].[Ca+2].[Ca+2]